ClC=1C=C(C(=NC1)OC)S(=O)(=O)NC1=C(C(=C(C=C1)F)C=1C=CC=2N(N1)C=NC2C=2NC=CN2)F 5-chloro-N-[2,4-difluoro-3-[5-(1H-imidazol-2-yl)imidazo[1,5-b]pyridazin-2-yl]phenyl]-2-methoxypyridine-3-sulfonamide